(2S,5R,6S)-2-benzyl-5,6-bis(4-bromophenyl)-4-methylmorpholin-3-one C(C1=CC=CC=C1)[C@H]1C(N([C@@H]([C@@H](O1)C1=CC=C(C=C1)Br)C1=CC=C(C=C1)Br)C)=O